Cl.C1(NCC2=CC=CC=C12)C1CCC(O1)CC(=O)C1N(CCNC1)C1=C(C=NC=C1)C#N 4-[2-[[5-(2,3-Dihydro-1H-isoindol-1-yl)oxolan-2-yl]acetyl]piperazin-1-yl]pyridine-3-carbonitrile hydrochloride